N-[4-(3,4-dichlorophenyl)-4-piperidinyl]-4-(trifluoromethoxy)benzenesulfonamide benzyl-(trans)-3-isopropyl-4-hydroxypyrrolidin-1-carboxylate C(C1=CC=CC=C1)OC(=O)N1C[C@H]([C@@H](C1)O)C(C)C.ClC=1C=C(C=CC1Cl)C1(CCNCC1)NS(=O)(=O)C1=CC=C(C=C1)OC(F)(F)F